(3S,4S)-1,1,1-TRIFLUORO-4-METHYLHEPT-6-ENE-3-SULFONAMIDE FC(C[C@@H]([C@H](CC=C)C)S(=O)(=O)N)(F)F